O[C@H]1[C@@H](CN(CC1)C(=O)OC(C)(C)C)OC1=CC(=CC=C1)C(F)(F)F tert-butyl (3R,4R)-4-hydroxy-3-(3-(trifluoromethyl)phenoxy)piperidine-1-carboxylate